FC(C1=CC=C(C=C1)NN=C1C2=C(CS(O1)(=O)=O)C=CC=C2)(F)F 1-(2-(4-(trifluoromethyl)phenyl)hydrazineylidene)-1,4-dihydrobenzo[d][1,2]oxathiine 3,3-dioxide